N[C@@H](CC1=CC(=C(C(=O)O)C(=C1)F)F)C(=O)O (S)-4-(2-Amino-2-carboxyethyl)-2,6-difluorobenzoic acid